C(=O)OC=1C(=CC2=C(N=C(O2)C)C1)C1=CC2=C(N=N1)N(CC2)[C@@H]2[C@@H](C(NCC2)(C)C)F 6-{7-[(3S,4S)-3-fluoro-2,2-dimethylpiperidin-4-yl]-6,7-dihydro-5H-pyrrolo[2,3-c]pyridazin-3-yl}-2-methyl-1,3-benzoxazol-5-ol formate